N-((R)-1-(3-(difluoromethyl)-2-fluorophenyl)ethyl)-1-((1s,3s)-3-fluorocyclobutyl)-4-(((1R,5s,6s)-3-methyl-3-azabicyclo[3.1.0]hex-6-yl)amino)-6-oxo-1,6-dihydropyridine-3-carboxamide FC(C=1C(=C(C=CC1)[C@@H](C)NC(=O)C1=CN(C(C=C1NC1[C@@H]2CN(C[C@H]12)C)=O)C1CC(C1)F)F)F